7-[5-(trifluoromethyl)pyrazin-2-yl]oxy-2-azaspiro[3.5]nonane-2-carboxylic acid tert-butyl ester C(C)(C)(C)OC(=O)N1CC2(C1)CCC(CC2)OC2=NC=C(N=C2)C(F)(F)F